BrC=1NC2(N3C1C(=CC=C3)C)CCC3(CC2)CC3 bromo-8''-methyl-2''H-dispiro[cyclopropane-1,1'-cyclohexane-4',3''-imidazo[1,5-a]pyridin]